(3S,4R)-4-((5-chloro-4-(2-((S)-2,2-difluorocyclopropyl)-4-fluoro-1-isopropyl-1H-benzo[d]imidazol-6-yl)pyrimidin-2-yl)amino)tetrahydro-2H-pyran-3-ol ClC=1C(=NC(=NC1)N[C@H]1[C@@H](COCC1)O)C=1C=C(C2=C(N(C(=N2)[C@H]2C(C2)(F)F)C(C)C)C1)F